[Cl-].C[NH+]1C=C(C=C1)C 1,3-Dimethylpyrrolium chlorid